2-Hydroxyphenazine OC1=CC2=NC3=CC=CC=C3N=C2C=C1